5,5-difluoro-4-oxopiperidine FC1(C(CCNC1)=O)F